COC1=CC=C(C=N1)[C@@H](CC(=O)O)C=1SC(=CN1)CCCCC1=NC=2NCCCC2C=C1 (R)-3-(6-methoxypyridin-3-yl)-3-(5-(4-(5,6,7,8-tetrahydro-1,8-naphthyridin-2-yl)butyl)thiazol-2-yl)propanoic acid